OC1=C(C(=O)O)C=C(C=C1C(C)(C)C)Br 2-hydroxy-3-tert-butyl-5-bromo-benzoic acid